ClC=1C=NC(=C2C(C=C(N(C12)C1=C(C=CC=C1Cl)Cl)CO)=O)CCC(CO)O 8-chloro-1-(2,6-dichlorophenyl)-5-(3,4-dihydroxybutyl)-2-(hydroxymethyl)-1,6-naphthyridin-4(1H)-one